BrC1=CC2=C(N=C(N=C2)NC2CCC(CC2)N(C)CCOC)N(C1=O)C(C)C 6-bromo-8-isopropyl-2-(((1r,4r)-4-((2-methoxyethyl)(methyl)amino)cyclohexyl)amino)pyrido[2,3-d]pyrimidin-7(8H)-one